5-(methylamino)-6-(3-methylimidazo[4,5-c]pyridin-7-yl)-3-[4-(2-morpholinoethoxy)anilino]pyrazine-2-carboxamide CNC=1N=C(C(=NC1C=1C2=C(C=NC1)N(C=N2)C)C(=O)N)NC2=CC=C(C=C2)OCCN2CCOCC2